Cl.NC(C(=O)N1CCN(CC1)C(=O)NC1=NC(N(C=C1)C1=CC=C(C=C1)CN(C)C12CCC(CC1)(C2)N)=O)(C)C 4-(2-Amino-2-methylpropanoyl)-N-(1-(4-(((4-aminobicyclo[2.2.1]heptan-1-yl)(methyl)amino)methyl)phenyl)-2-oxo-1,2-dihydropyrimidin-4-yl)piperazine-1-carboxamide Hydrochloride Salt